4-[7-(1-cyano-1-methyl-ethyl)imidazo[1,2-a]pyridin-3-yl]-2-(difluoromethoxy)-6-methoxy-N-(oxetan-3-yl-methyl)benzamide C(#N)C(C)(C)C1=CC=2N(C=C1)C(=CN2)C2=CC(=C(C(=O)NCC1COC1)C(=C2)OC)OC(F)F